ClC=1C(=NC=CC1)NC1=CC=C(C=C1)S(F)(F)(F)(F)F 3-Chloro-N-(4-(pentafluoro-λ6-sulfaneyl)phenyl)pyridin-2-amine